N1(CCNCC1)CC1=CC=C2C(=N1)SC(=C2)C(=O)N 6-(piperazin-1-ylmethyl)thieno[2,3-b]pyridine-2-carboxamide